chloropyridazine C1=CC(=NN=C1)Cl